C(#N)C1=C(C=CC(=C1)F)N1CC2(C1)CC(C2)OC=2C=CC(=NC2C(=O)NC2CN(C2)CC(=O)NC)C=2C(=NC=CC2)OCC 5-((2-(2-cyano-4-fluorophenyl)-2-azaspiro[3.3]heptan-6-yl)oxy)-2'-ethoxy-N-(1-(2-(methylamino)-2-oxoethyl)azetidin-3-yl)-[2,3'-bipyridine]-6-carboxamide